(1r,2S,3S,6r,7S)-4-[(2S)-2-[(tert-butoxycarbonyl)amino]-3-cyclopropyl-3-methylbutanoyl]-4-azatricyclo[5.2.1.0{2,6}]dec-8-ene-3-carboxylic acid C(C)(C)(C)OC(=O)N[C@H](C(=O)N1[C@@H]([C@H]2[C@H]3C=C[C@@H]([C@H]2C1)C3)C(=O)O)C(C)(C)C3CC3